FC1=C(C#N)C(=CC=C1F)[N+](=O)[O-] 2,3-difluoro-6-nitrobenzonitrile